N-(4-(3-amino-7-(5-(piperazin-1-ylmethyl)pyridin-2-yl)-1H-pyrazolo[4,3-c]pyridin-4-yl)benzyl)-5-fluoro-2-methoxybenzamide NC1=NNC2=C1C(=NC=C2C2=NC=C(C=C2)CN2CCNCC2)C2=CC=C(CNC(C1=C(C=CC(=C1)F)OC)=O)C=C2